ClC=1C=2N(C(=NC1N)C=1OC(=CC1)C)N=C(N2)C 8-chloro-2-methyl-5-(5-methylfuran-2-yl)-[1,2,4]triazolo[1,5-c]pyrimidin-7-amine